COC1=C(C(=CC(=C1)N1C=NC2=C1C=CC(=C2)C=2C=NN(C2)C)OC)C(=O)N2C(CC2)CO [2,6-dimethoxy-4-[5-(1-methylpyrazol-4-yl)benzimidazol-1-yl]phenyl]-[2-(hydroxymethyl)azetidin-1-yl]methanone